C(C)(=O)C1(CC2C(C(CC(C2=CC1)(C)C)C)(C)C)C 6-Acetyl-1,1,3,4,4,6-hexamethyltetrahydronaphthalen